C(C)N1C2=NC(=NC(=C2N=C1N1CCC(CC1)O)N1CCOCC1)C1=CC(=CC=C1)C1=NN(C=C1)C 1-(9-ethyl-2-(3-(1-methyl-1H-pyrazol-3-yl)phenyl)-6-morpholino-9H-purin-8-yl)piperidin-4-ol